(4-methylpent-3-en-1-yl)cyclohex-3-enecarboxaldehyde CC(=CCCC1(CC=CCC1)C=O)C